FC(COC1=NC=CC(=C1)C1(CCOCC1)NC(OC(C)(C)C)=O)(F)F tert-butyl (4-(2-(2,2,2-trifluoroethoxy)pyridin-4-yl)tetrahydro-2H-pyran-4-yl)carbamate